ClC=1C=C(C=C(C1)O)N1C(N(C(C(=C1)C=1C(=NC=CC1)OC)=O)C=1C=NC=CC1)=O 1-(3-chloro-5-hydroxy-phenyl)-5-(2-methoxy-3-pyridyl)-3-(3-pyridyl)pyrimidine-2,4-dione